R-(+)-6,8-dimercapto-octanoic acid S[C@H](CCCCC(=O)O)CCS